2-(benzothien-2-yl)-1-phenylethanone S1C(=CC2=C1C=CC=C2)CC(=O)C2=CC=CC=C2